ClC1=NC=C(C(=C1)C1=C(C=NC(=C1)C)C(=O)NC=1SC2=C(N1)CN(C2)C(=O)C2=NC(=CN=C2)C)OC 2'-Chloro-5'-methoxy-6-methyl-N-(5-(6-methylpyrazine-2-carbonyl)-5,6-dihydro-4H-pyrrolo[3,4-d]thiazol-2-yl)-[4,4'-bipyridine]-3-carboxamide